tert-Butyl N-[2-Bromo-4-(trifluoromethyl)phenyl]carbamate BrC1=C(C=CC(=C1)C(F)(F)F)NC(OC(C)(C)C)=O